C1CCC2=C(C=CC=C12)C1=C(C=C2C(=N1)C(=NN2)C=2C=CC(=NC2)CN2CCC(CC2)O)OC 1-((5-(5-(2,3-Dihydro-1H-inden-4-yl)-6-methoxy-1H-pyrazolo[4,3-b]pyridin-3-yl)pyridin-2-yl)methyl)piperidin-4-ol